3-(6-(benzyloxy)-1-(4-(4-(dimethoxymethyl)piperidin-1-yl)phenyl)-3,4-dihydronaphthalen-2-yl)pyridine C(C1=CC=CC=C1)OC=1C=C2CCC(=C(C2=CC1)C1=CC=C(C=C1)N1CCC(CC1)C(OC)OC)C=1C=NC=CC1